methacryl-sulfonic acid C(=O)(C(=C)C)S(=O)(=O)O